FC(C=1C(=C(C=CC1)[C@@H](C)NC=1C2=C(N=C(N1)C)N=C(C(=C2)C2CCOCC2)OC)F)F (R)-N-(1-(3-(difluoromethyl)-2-fluorophenyl)ethyl)-7-methoxy-2-methyl-6-(tetrahydro-2H-pyran-4-yl)pyrido[2,3-d]pyrimidin-4-amine